2-(3-{[(3R,4R)-3-fluoro-2,2,6,6-tetramethylpiperidin-4-yl]amino}-1,2,4-triazin-6-yl)-5-(1H-pyrazol-4-yl)pyridin-3-ol trihydrochloride Cl.Cl.Cl.F[C@H]1C(NC(C[C@H]1NC=1N=NC(=CN1)C1=NC=C(C=C1O)C=1C=NNC1)(C)C)(C)C